(R)-N-((S)-1-((4-carbamimidoylbenzyl)amino)-1-oxopropan-2-yl)-2-((4-chlorophenethyl)amino)-4-phenylbutanamide di-trifluoroacetate salt FC(C(=O)O)(F)F.FC(C(=O)O)(F)F.C(N)(=N)C1=CC=C(CNC([C@H](C)NC([C@@H](CCC2=CC=CC=C2)NCCC2=CC=C(C=C2)Cl)=O)=O)C=C1